C(=O)C1=CC=C(C=C1)C1=CC=CC=2N1N=C(N2)NC(=O)C2CC2 N-(5-(4-formylphenyl)-[1,2,4]triazolo[1,5-a]pyridin-2-yl)cyclopropanecarboxamide